4-methyl-1,8-naphthyridin CC1=CC=NC2=NC=CC=C12